4-((1R,4R)-2,5-Diazabicyclo[2.2.1]heptan-2-yl)-2-hydroxybenzaldehyde [C@H]12N(C[C@H](NC1)C2)C2=CC(=C(C=O)C=C2)O